6-cyclopropoxy-2-((1r,4r)-4-(2-(4-(3-(2,4-dioxotetrahydropyrimidin-1(2H)-yl)imidazo[1,5-a]pyridin-8-yl)piperazin-1-yl)ethyl)cyclohexyl)-2H-indazole-5-carboxylic acid C1(CC1)OC=1C(=CC2=CN(N=C2C1)C1CCC(CC1)CCN1CCN(CC1)C=1C=2N(C=CC1)C(=NC2)N2C(NC(CC2)=O)=O)C(=O)O